COC(C(=O)C1=CC=CC=C1)(C1=CC=CC=C1)OC 2,2-dimethyloxy-1,2-diphenylethan-1-one